N-(4-{1-[(5-chloro-2-methoxypyridin-3-yl)carbonyl]piperidin-4-yl}butyl)thieno[2,3-c]pyridine-2-carboxamide ClC=1C=C(C(=NC1)OC)C(=O)N1CCC(CC1)CCCCNC(=O)C1=CC=2C(=CN=CC2)S1